N-[(3S)-1-[7-(8-ethynyl-7-fluoro-3-hydroxynaphthalen-1-yl)-8-fluoro-2-(hexahydropyrrolizin-7a-ylmethoxy)pyrido[4,3-d]pyrimidin-4-yl]azepan-3-yl]prop-2-enamide C(#C)C=1C(=CC=C2C=C(C=C(C12)C1=C(C=2N=C(N=C(C2C=N1)N1C[C@H](CCCC1)NC(C=C)=O)OCC12CCCN2CCC1)F)O)F